Tert-butyl (1R,2S)-2-(1-(tert-butoxycarbonyl)-3-((3-ethoxy-5-(methylsulfonyl)pyridin-2-yl)amino)-1H-indazol-6-yl)-5'-methoxy-2'-oxospiro[cyclopropane-1,3'-indoline]-1'-carboxylate C(C)(C)(C)OC(=O)N1N=C(C2=CC=C(C=C12)[C@@H]1C[C@@]12C(N(C1=CC=C(C=C21)OC)C(=O)OC(C)(C)C)=O)NC2=NC=C(C=C2OCC)S(=O)(=O)C